2-(4-chloro-3-fluorophenoxy)-N-(3-{2-[4-(methylsulfonyl)phenoxy]acetylamino}bicyclo[1.1.1]pentan-1-yl)acetamide ClC1=C(C=C(OCC(=O)NC23CC(C2)(C3)NC(COC3=CC=C(C=C3)S(=O)(=O)C)=O)C=C1)F